FC=1C(=C2C=NNC2=C(C1)C1=CC=C(N=N1)OC1CC2CCC(C1)N2C(=O)OC(C)(C)C)C=2C=NNC2 tert-butyl (exo)-3-([6-[5-fluoro-4-(1H-pyrazol-4-yl)-1H-indazol-7-yl]pyridazin-3-yl]oxy)-8-azabicyclo[3.2.1]octane-8-carboxylate